5-bromo-1-(cyanomethyl)-7-fluoro-N-methyl-N-phenylindole-2-carboxamide BrC=1C=C2C=C(N(C2=C(C1)F)CC#N)C(=O)N(C1=CC=CC=C1)C